pyrido[2,3-d]pyrimidin-7-ol N1=CN=CC2=C1N=C(C=C2)O